sulfanyl-3-fluoro-benzamide SC1=C(C(=O)N)C=CC=C1F